3-amino-N-[(4Z)-3-methylidenehex-4-en-1-yl]propanamide NCCC(=O)NCCC(\C=C/C)=C